6-tert-butyl-10-methoxy-9-[1-(oxetan-3-yl)-1H-pyrazol-4-yl]-2-oxo-6,7-dihydro-2H-pyrido[2,1-a]isoquinoline-3-carboxylic acid C(C)(C)(C)C1N2C(C3=CC(=C(C=C3C1)C=1C=NN(C1)C1COC1)OC)=CC(C(=C2)C(=O)O)=O